(1R,5S,6S,7R)-7-hydroxy-bicyclo[3.2.0]heptan O[C@@H]1C[C@@H]2CCC[C@@H]12